1-Ethyl-6-(((trifluoromethyl)sulfonyl)oxy)-3,4-dihydroisoquinoline-1,2(1H)-dicarboxylic acid 2-tert-butyl ester C(C)(C)(C)OC(=O)N1C(C2=CC=C(C=C2CC1)OS(=O)(=O)C(F)(F)F)(C(=O)O)CC